C(C1=CC=CC=C1)S(=O)(=O)ON=C1C=CC(S1)=C(C#N)C1=C(C=CC=C1)C (5-toluenesulfonyloxyimino-5H-thiophen-2-ylidene)-2-methylphenyl-acetonitrile